diazo chloride [N+](=[N-])(Cl)Cl